1,4-diphenyl-but-2-ene-1,4-dione C1(=CC=CC=C1)C(C=CC(=O)C1=CC=CC=C1)=O